(S)-5-fluoro-2-(1-hydroxyethyl)-3-phenylquinazolin-4(3H)-one FC1=C2C(N(C(=NC2=CC=C1)[C@H](C)O)C1=CC=CC=C1)=O